C(=O)(O)CCC1=CC=C(C=C1)C(/C=C/C1=CC=C(O1)C=1C=CC(=C(C(=O)O)C1)O)=O (E)-5-(5-(3-(4-(2-Carboxyethyl)phenyl)-3-oxoprop-1-en-1-yl)furan-2-yl)-2-hydroxybenzoic acid